BrC=1C=C2C(=NC1)NC=C2C2=CC=C(C(=O)NC)C=C2 4-(5-Bromo-1H-pyrrolo[2,3-b]pyridin-3-yl)-N-methylbenzamide